COC(=O)C=1C=2N(C=C(C1)CN1C[C@H](CCC1)C)C(=CN2)F 3-fluoro-6-{[(3S)-3-methylpiperidin-1-yl]methyl}imidazo[1,2-a]pyridine-8-carboxylic acid methyl ester